CC1(O[C@@H]2[C@H](O1)C([C@H](O2)[C@@H](CO)O)OCC2=CC1=CC=CC=C1C=C2)C (R)-1-((3aR,5R,6aR)-2,2-dimethyl-6-(naphthalen-2-ylmethoxy)tetrahydrofurano[3,2-d][1,3]dioxolan-5-yl)ethane-1,2-diol